(R)-1-(4-bromopyridin-3-yl)pent-4-en-1-amine BrC1=C(C=NC=C1)[C@@H](CCC=C)N